(R*)-3-[[5-[3-(Difluoromethyl)-4-fluoro-phenyl]-3-pyridyl]methyl]-5-methyl-oxazolidin-2-one FC(C=1C=C(C=CC1F)C=1C=C(C=NC1)CN1C(O[C@@H](C1)C)=O)F |o1:19|